ClC1=CC=C(C=C1)[C@H]1CC[C@H]2N(CCN(C2)C(=O)C2=C(C=CC=C2)OC(F)(F)F)C1 [(7R,9aR)-7-(4-chlorophenyl)-1,3,4,6,7,8,9,9a-octahydropyrido[1,2-a]pyrazin-2-yl]-[2-(trifluoromethoxy)phenyl]methanone